N-methyl-5-(4'-pentylphenyl)-2-aminopent-4-ene-1,3-diol CNC(CO)C(C=CC1=CC=C(C=C1)CCCCC)O